4-bromo-2-(hydroxy(thiazol-2-yl)methyl)phenol BrC1=CC(=C(C=C1)O)C(C=1SC=CN1)O